5-chloro-N-(3-((4-chlorophenyl)sulfonamido)propyl)-3-((3,5-dimethylphenyl)sulfonyl)-1H-indole-2-carboxamide ClC=1C=C2C(=C(NC2=CC1)C(=O)NCCCNS(=O)(=O)C1=CC=C(C=C1)Cl)S(=O)(=O)C1=CC(=CC(=C1)C)C